tert-butyl 4-(1-(bromomethyl)cyclopropyl)piperazine-1-carboxylate BrCC1(CC1)N1CCN(CC1)C(=O)OC(C)(C)C